(S)-3-(7-iodo-2-oxo-3-(pent-3-yl)-5-phenyl-2,3-dihydro-1H-benzo[e][1,4]diazepin-1-yl)propionic acid IC1=CC2=C(N(C([C@@H](N=C2C2=CC=CC=C2)C(CC)CC)=O)CCC(=O)O)C=C1